N-(1-isopropylpiperidin-4-yl)-6-(5-methylfuran-2-yl)-1-(3-(pyrrolidin-1-yl)propyl)-1H-indazol-4-amine C(C)(C)N1CCC(CC1)NC=1C=2C=NN(C2C=C(C1)C=1OC(=CC1)C)CCCN1CCCC1